3-((1H-imidazol-1-yl)methyl)benzonitrile N1(C=NC=C1)CC=1C=C(C#N)C=CC1